ClC1=CC=C(C=C1)[C@@H]1NCCOC1 (S)-3-(4-chlorophenyl)morpholine